C(C)(C)(C)C1=C(C(=CC(=C1)C)N1N=C2C(=N1)C=CC(=C2)Cl)O t-butyl-6-(5-chloro-2H-benzotriazol-2-yl)-4-methylphenol